4-amino-N'-(2-azabicyclo[2.1.1]hexane-2-carbonyl)-N',1-dimethyl-N-((5-(trifluoromethyl)pyridin-2-yl)methyl)-1H-pyrazolo[4,3-c]quinoline-8-carbohydrazide NC1=NC=2C=CC(=CC2C2=C1C=NN2C)C(=O)N(N(C)C(=O)N2C1CC(C2)C1)CC1=NC=C(C=C1)C(F)(F)F